C12CCC(C3C4CCC(C13)C4)C2 decahydro-1,4:5,8-dimethano-naphthalene